C(#C)C=1C=C(C(=O)NC2=CC(=C(C=C2)CNCCN2CCNCC2)C(F)(F)F)C=CC1C 3-ethynyl-4-methyl-N-[4-([[2-(piperazin-1-yl)ethyl]amino]methyl)-3-(trifluoromethyl)phenyl]benzamide